2-(3-((4-nitrobenzyl)thio)propoxy)tetrahydro-2H-pyran [N+](=O)([O-])C1=CC=C(CSCCCOC2OCCCC2)C=C1